2,4,6-tri(dimethylaminoethyl)phenol CN(C)CCC1=C(C(=CC(=C1)CCN(C)C)CCN(C)C)O